ClC1=C(C=CC=C1)C(C(C)(C)C1=CC(=CC=C1)Cl)OC(=O)N[C@H](C(=O)N[C@H](C(=O)OC)C[C@H]1C(NCC1)=O)CC1CCCCC1 methyl (2S)-2-((2S)-2-(((1-(2-chlorophenyl)-2-(3-chlorophenyl)-2-methylpropoxy)carbonyl)amino)-3-cyclohexylpropanamido)-3-((S)-2-oxopyrrolidin-3-yl)propanoate